(S)-N-(4-(3-chlorophenyl)thiazol-2-yl)-1-cyano-N-methylpyrrolidine-2-carboxamide ClC=1C=C(C=CC1)C=1N=C(SC1)N(C(=O)[C@H]1N(CCC1)C#N)C